NC1=C2C(=NC=N1)N(N=C2C2=CC=C(C=C2)OC2=CC=CC=C2)[C@H]2CN(CCC2)C([C@@H](CC(C)C)O)=O (R)-1-((R)-3-(4-amino-(4-phenoxyphenyl)-1H-pyrazolo[3,4-d]pyrimidin-1-yl)piperidin-1-yl)-2-hydroxy-4-methylpentan-1-one